(R)-2-((1-(2-(1,3-dihydro-2H-pyrrolo[3,4-c]pyridin-2-yl)-6-methyl-4-oxo-4H-chromen-8-yl)ethyl)amino)benzoic acid C1N(CC=2C=NC=CC21)C=2OC1=C(C=C(C=C1C(C2)=O)C)[C@@H](C)NC2=C(C(=O)O)C=CC=C2